P(OCC(CCCC)CC)(OCC(CCCC)CC)[O-] di(2-ethylhexyl) phosphite